NC1=C(C=C2C(C=C(OC2=C1N)C1=CC=C(C=C1)Br)=O)F 7,8-diamino-2-(4-bromophenyl)-6-fluoro-4H-chromen-4-one